N,N-diethyl-4-(2-(4-fluoro-2,6-dimethylphenoxy)-5-(2-hydroxypropan-2-yl)phenyl)-6-methyl-7-oxo-6,7-dihydrothieno[2,3-c]pyridine-2-carboxamide C(C)N(C(=O)C1=CC2=C(C(N(C=C2C2=C(C=CC(=C2)C(C)(C)O)OC2=C(C=C(C=C2C)F)C)C)=O)S1)CC